(1s,4s)-4-methoxycyclohexane-1-carbaldehyde COC1CCC(CC1)C=O